N1=C(C=CC(=C1)CNC1=NC=CC=C1C1(C=CC=2N(C1)N=CC2C#N)OCC(C)(C)O)C=2C=NC=CC2 6-(([[2,3'-bipyridyl]-5-ylmethyl]amino)pyridin-3-yl)-6-(2-hydroxy-2-methylpropoxy)pyrazolo[1,5-a]pyridine-3-carbonitrile